C1OCCC12CN(CC2)C=2C=1N(N=C(C2)C=2C(NC(NC2)=O)=O)C=CN1 5-(8-(2-oxa-7-azaspiro[4.4]nonan-7-yl)imidazo[1,2-b]pyridazin-6-yl)pyrimidine-2,4(1H,3H)-dione